C1(CCC1)CC=1N=CC2=C(N1)NC=C2C=2C=CC1=C(N(N=N1)C)C2 6-(2-(cyclobutylmethyl)-7H-pyrrolo[2,3-d]pyrimidin-5-yl)-1-methyl-1H-benzo[d][1,2,3]triazole